N-(3-chloro-4-fluorophenyl)-N-methyl-1-(6-methyl-4-(trifluoromethyl)pyridin-2-yl)-3-(4-(4-methylpiperazin-1-yl)piperidine-1-carbonyl)-4,5-dihydro-1H-pyrazole-5-carboxamide ClC=1C=C(C=CC1F)N(C(=O)C1CC(=NN1C1=NC(=CC(=C1)C(F)(F)F)C)C(=O)N1CCC(CC1)N1CCN(CC1)C)C